tert-butyl (1R,5s)-3-[3-[[(1R)-1-[3-benzyloxy-5-(5-benzyloxycarbonyl-1-methyl-pyrrol-3-yl) phenyl] ethyl] carbamoyl]-4-methyl-phenyl]-3,8-diazabicyclo[3.2.1]octane-8-carboxylate C(C1=CC=CC=C1)OC=1C=C(C=C(C1)C1=CN(C(=C1)C(=O)OCC1=CC=CC=C1)C)[C@@H](C)NC(=O)C=1C=C(C=CC1C)N1C[C@H]2CC[C@@H](C1)N2C(=O)OC(C)(C)C